CC(C)N1N=CC(=C1)C1=NN2C(OCCC2)=C1C(=O)OCC Ethyl 2-(1-propan-2-ylpyrazol-4-yl)-6,7-dihydro-5H-pyrazolo[5,1-b][1,3]oxazine-3-carboxylate